C(C1=CC=CC=C1)NC(CN1C(=NC2=C1C=CC=C2)C2=CC=C(C(=O)NC1=CC(=CC=C1)OC)C=C2)=O 4-{1-[2-(Benzylamino)-2-oxoethyl]-1H-benzimidazol-2-yl}-N-(3-methoxyphenyl)benzamide